(S)-1-methylpiperidin CN1CCCCC1